diethyl ((6-bromo-2-(3-hydroxy-3-methylbutoxy)quinazolin-7-yl)difluoromethyl)phosphonate BrC=1C=C2C=NC(=NC2=CC1C(F)(F)P(OCC)(OCC)=O)OCCC(C)(C)O